8-(4-chlorophenyl)-9-(4-((1-(3-fluoropropyl)azetidin-3-yl)methyl)phenyl)-7-isopropyl-6,7-dihydro-5H-benzo[7]annulene-3-carboxylic acid ClC1=CC=C(C=C1)C=1C(CCC2=C(C1C1=CC=C(C=C1)CC1CN(C1)CCCF)C=CC(=C2)C(=O)O)C(C)C